[SiH2]1C=CC=C1 silaol